C(C)(C)(C)C1=C(OCCCCC(=O)NC2=C(C(=O)NC3=CC=C(C(=O)O)C=C3)C=CC=C2)C=CC(=C1)C(C)(C)C 4-(2-(5-(2,4-Di-t-butylphenoxy)pentanoylamino)benzoylamino)benzoic acid